2,4-Difluorobenzamide FC1=C(C(=O)N)C=CC(=C1)F